COC1=CC(=NC=C1)C=O 4-methoxypyridine-2-carbaldehyde